C(C=C)OC[C@H](COCCO)NC(OC(C)(C)C)=O (R)-tert-butyl (1-(allyloxy)-3-(2-hydroxyethoxy)propan-2-yl)carbamate